4-amino-N-(2-propanyl)-N-((1S)-1-(5-(trifluoromethyl)-2-pyridinyl)ethyl)-1,3-dihydrofuro[3,4-c]quinoline-8-carboxamide NC1=NC=2C=CC(=CC2C2=C1COC2)C(=O)N([C@@H](C)C2=NC=C(C=C2)C(F)(F)F)C(C)C